tetraethyl-tetraazaadamantane C(C)C1C2(N(N3N(N(CC1C3)C2)CC)CC)CC